Cl.C(C1=CC=CC=C1)OC(C(N)(CCCCN)C(=O)OCC1=CC=CC=C1)=O 2-((benzyloxy)carbonyl)-L-lysine benzyl ester hydrochloride